N-(5-Chloro-1H-indol-3-yl)-6-methoxy-1-methyl-5-(trifluoromethyl)-1H-benzo[d]imidazol-2-amine ClC=1C=C2C(=CNC2=CC1)NC1=NC2=C(N1C)C=C(C(=C2)C(F)(F)F)OC